vinyl propyl sulfide C(CC)SC=C